3-((tert-butyldiphenylsilyl)oxy)cyclopentan-1-ol [Si](C1=CC=CC=C1)(C1=CC=CC=C1)(C(C)(C)C)OC1CC(CC1)O